benzyl (S)-4-(5-(5-bromo-3-((1-(((tert-butyldiphenylsilyl)oxy)methyl)cyclopropyl)methyl)-1H-indol-2-yl)-6-(1-methoxyethyl)pyridin-3-yl)piperazine-1-carboxylate BrC=1C=C2C(=C(NC2=CC1)C=1C=C(C=NC1[C@H](C)OC)N1CCN(CC1)C(=O)OCC1=CC=CC=C1)CC1(CC1)CO[Si](C1=CC=CC=C1)(C1=CC=CC=C1)C(C)(C)C